NC=1C(=CC(=C(C(=O)NC2=C(C=C(C(=C2)C=2C=NC(=NC2)N2CCOCC2)F)N2C[C@H](N([C@H](C2)C)C)C)C1)C(F)(F)F)F |r| 5-amino-4-fluoro-N-[4-fluoro-5-(2-morpholin-4-ylpyrimidin-5-yl)-2-[rac-(3R,5S)-3,4,5-trimethylpiperazin-1-yl]phenyl]-2-(trifluoromethyl)benzamide